OCC(C(=O)N[C@@H]1CC[C@@]2(C3CC[C@@]4([C@H](CCC4C3CC[C@@H]2C1)[C@H](C)CCC(C)(C)O)C)C)(C)CO 3-Hydroxy-N-((3R,5R,10S,13R,17R)-17-((R)-5-hydroxy-5-methylhexan-2-yl)-10,13-dimethylhexadecahydro-1H-cyclopenta[a]phenanthren-3-yl)-2-(hydroxymethyl)-2-methylpropanamide